D-xylose O=C[C@H](O)[C@@H](O)[C@H](O)CO